(2S,5R)-2-(2-(4-bromophenyl)-4-(4-fluorophenyl)oxazol-5-yl)-5-methyl-3-(2-(2-oxoindolin-5-yl)ethyl)oxazolid BrC1=CC=C(C=C1)C=1OC(=C(N1)C1=CC=C(C=C1)F)[C-]1OC(=CN1CCC=1C=C2CC(NC2=CC1)=O)C